7-iodo-6-methoxyquinazoline-2,4(1H,3H)-dione IC1=C(C=C2C(NC(NC2=C1)=O)=O)OC